BrC1=NC(=CC=C1)OCOC 2-bromo-6-((methoxymethyl)oxy)pyridine